tert-butyl 4-[[6-amino-3,5-dicyano-4-[4-(oxetan-3-yloxy)phenyl]-2-pyridyl]sulfanylmethyl]indole-1-carboxylate NC1=C(C(=C(C(=N1)SCC1=C2C=CN(C2=CC=C1)C(=O)OC(C)(C)C)C#N)C1=CC=C(C=C1)OC1COC1)C#N